N1C=NC(=C1)N1N=C2C=3C=CN=C(CCCCC(C(NC2=C1)=O)C)C3 4-(1H-imidazol-4-yl)-9-methyl-3,4,7,15-tetraazatricyclo[12.3.1.02,6]Octadeca-1(18),2,5,14,16-pentaen-8-one